tert-butyl 3-[(6-iodopyridazin-3-yl)(methyl)amino]-8-azabicyclo[3.2.1]octane-8-carboxylate IC1=CC=C(N=N1)N(C1CC2CCC(C1)N2C(=O)OC(C)(C)C)C